1,3-Dipropylpyrrolium methanesulfonate CS(=O)(=O)[O-].C(CC)[NH+]1C=C(C=C1)CCC